tert-butyl-4-(7-methoxythieno[2,3-c]pyridin-3-yl)sulfonylpiperazine C(C)(C)(C)N1CCN(CC1)S(=O)(=O)C1=CSC2=C(N=CC=C21)OC